C[Si](S)(C)C trimethyl-silanethiol